trans-8-benzyl-8-dimethylamino-3-(2-morpholin-4-yl-pyrimidin-5-yl)-1,3-diazaspiro[4.5]decan-2-one C(C1=CC=CC=C1)C1(CCC2(CN(C(N2)=O)C=2C=NC(=NC2)N2CCOCC2)CC1)N(C)C